C(=O)C1CC(C1)C(CC(=O)OC(C)(C)C)C=1C=NC(=CC1)OC tert-Butyl 3-(3-formylcyclobutyl)-3-(6-methoxypyridin-3-yl)propanoate